C(CCC)C1=NC=2C(=C3C(=NC2N)C=CS3)N1CC1=CC=C(C=C1)CN1CCN(CC1)CCN1CCOCC1 2-butyl-1-(4-((4-(2-morpholinoethyl)piperazin-1-yl)methyl)benzyl)-1H-imidazo[4,5-d]thieno[3,2-b]pyridin-4-amine